FC1=NC=CC(=C1)OCC(=O)N1CC2=C(CC1)C=C(S2)C2=NOC(=N2)C(F)(F)F 2-((2-fluoropyridin-4-yl)oxy)-1-(2-(5-(trifluoromethyl)-1,2,4-oxadiazol-3-yl)-4,7-dihydrothieno[2,3-c]pyridin-6(5H)-yl)ethan-1-one